CC1=NC=C(C(=N1)N1CCC(CC1)OC=1C=NC=CC1)C 2,5-dimethyl-4-(4-(pyridin-3-yloxy)piperidin-1-yl)pyrimidine